3-n-Butyl-1,5-diisobutyl-4-hydroxy-pyrazol C(CCC)C1=NN(C(=C1O)CC(C)C)CC(C)C